ClC1=C(C=C2C(=C(N(C2=C1)CCO)C1=NN=C(N1)C(F)(F)F)C=1C=NNC1)OC 2-(6-chloro-5-methoxy-3-(1H-pyrazol-4-yl)-2-(5-(trifluoromethyl)-4H-1,2,4-triazol-3-yl)-1H-indol-1-yl)ethan-1-ol